2-(1-(1,4-diazepan-1-yl)butyl)-3-ethyl-6,7-difluoroquinazolin-4(3H)-one N1(CCNCCC1)C(CCC)C1=NC2=CC(=C(C=C2C(N1CC)=O)F)F